ClC1=CC(=CN=N1)C(=O)O 6-chloropyridazine-4-carboxylic acid